1-[(3S)-5-oxo-1-phenyl-pyrrolidine-3-carbonyl]piperidine-4-carboxylic acid methyl ester COC(=O)C1CCN(CC1)C(=O)[C@@H]1CN(C(C1)=O)C1=CC=CC=C1